C(#N)CC(=O)OCCCCCCCCC=O oxononyl cyanoacetate